(2R,3S,11bS)-3-(2,2-Dimethylpropyl)-10-methoxy-1H,2H,3H,4H,6H,7H,11bH-pyrido[2,1-a]isoquinoline-2,9-diol CC(C[C@@H]1[C@@H](C[C@@H]2N(CCC3=CC(=C(C=C23)OC)O)C1)O)(C)C